FCCC1OCCCO1 2-(2-fluoroethyl)-1,3-dioxane